O=C1N(CCC(N1)=O)C=1C=C2C(=NC1)C=CN2C(=O)OC(C)(C)C tert-Butyl 6-(2,4-dioxotetrahydropyrimidin-1(2H)-yl)-1H-pyrrolo[3,2-b]pyridine-1-carboxylate